tert-Butyl ((6,7-dihydro-5H-thieno[3,2-b]pyran-7-yl)methyl)carbamate S1C=CC=2OCCC(C21)CNC(OC(C)(C)C)=O